2-(((3Z,6Z)-3-((5-(tert-butyl)-1H-imidazol-4-yl)methylene)-2,5-dioxo-6-(thiophen-2-ylmethylene)piperazin-1-yl)methyl)acrylic acid C(C)(C)(C)C1=C(N=CN1)\C=C/1\C(N(\C(\C(N1)=O)=C/C=1SC=CC1)CC(C(=O)O)=C)=O